BrC=1C=C(C(=O)NCCCN2CCCC2)C=CC1 3-bromo-N-(3-(pyrrolidin-1-yl)propyl)benzamide